6-((tert-butyldiphenylsilyl)oxy)-6-(methyl-d3)-1,4-oxazepane [Si](C1=CC=CC=C1)(C1=CC=CC=C1)(C(C)(C)C)OC1(CNCCOC1)C([2H])([2H])[2H]